N-(5-bromo-3-methoxypyridin-2-yl)-6-chloro-1H-indole-3-sulfonamide BrC=1C=C(C(=NC1)NS(=O)(=O)C1=CNC2=CC(=CC=C12)Cl)OC